FC1=C(C=CC(=C1)C(F)(F)F)COC1(CN(C1)C(=O)N1C[C@@H]2[C@@H](OCC(N2)=O)CC1)C(F)(F)F (4aR,8aS)-6-[3-[[2-Fluoro-4-(trifluoromethyl)phenyl]methoxy]-3-(trifluoromethyl)azetidine-1-carbonyl]-4,4a,5,7,8,8a-hexahydropyrido[4,3-b][1,4]oxazin-3-one